N-t-butoxycarbonyl-diphenylamine C(C)(C)(C)OC(=O)N(C1=CC=CC=C1)C1=CC=CC=C1